FC(OC1=CC=C(C=C1)S(=O)(=O)N1[C@H]2CC(C[C@@H]1CC2)NCC2(CCC2)O)F ((((1R,3s,5S)-8-((4-(difluoromethoxy)phenyl)sulfonyl)-8-azabicyclo[3.2.1]oct-3-yl)amino)methyl)cyclobutan-1-ol